(4-chlorobenzyl)-3-(4-(pyridin-4-yl)phenyl)imidazolin-2-one ClC1=CC=C(CN2C(N(CC2)C2=CC=C(C=C2)C2=CC=NC=C2)=O)C=C1